1-(4-fluoro-2-methylphenyl)-6-methoxy-3-(6-methoxy-2-methylpyridin-3-yl)-7-(trifluoromethyl)-2,3-dihydroquinazolin-4(1H)-one FC1=CC(=C(C=C1)N1CN(C(C2=CC(=C(C=C12)C(F)(F)F)OC)=O)C=1C(=NC(=CC1)OC)C)C